C(C1=CC=CC=C1)OC(N[C@@H]1CC=2C=CC(=NC2CC1)N1CC(C(C1)CF)NC(=O)OC(C)(C)C)=O N-[(6S)-2-(3-[[(tert-butoxy)carbonyl]amino]-4-(fluoromethyl)pyrrolidin-1-yl)-5,6,7,8-tetrahydroquinolin-6-yl]carbamic acid benzyl ester